FC=1C(=CC2=C(CCO2)C1)C=O 5-fluoro-2,3-dihydrobenzofuran-6-carbaldehyde